FC=1C=C(C=CC1)[C@H](CNCC1CCC(CC1)O)O (1R,4r)-4-((((R)-2-(3-Fluorophenyl)-2-hydroxyethyl)amino)methyl)-cyclohexan-1-ol